C(C)(C)(C)C=1C=C(N(N1)C1=CC=C(C=C1)Cl)NC(OCC(Cl)(Cl)Cl)=O 2,2,2-trichloroethyl N-[5-tert-butyl-2-(4-chlorophenyl)pyrazol-3-yl]carbamate